FC=1C=C(C=C(C1B1OC(C(O1)(C)C)(C)C)F)NC(C(=C)F)=O N-(3,5-difluoro-4-(4,4,5,5-tetramethyl-1,3,2-dioxaborolan-2-yl)phenyl)-2-fluoroacrylamide